C(C1=CC=CC=C1)OC(=O)N1CCC(CC1)N1CC(C1)(CC#N)N1N=C(C(=C1)C=1C2=C(N=CN1)NC=C2)N 4-(3-(3-amino-4-(7H-pyrrolo[2,3-d]pyrimidin-4-yl)-1H-pyrazol-1-yl)-3-(cyanomethyl)azetidin-1-yl)piperidine-1-carboxylic acid benzyl ester